3-(4-bromo-2-ethylphenyl)oxetan-3-amine BrC1=CC(=C(C=C1)C1(COC1)N)CC